C(C)(C)OC1=NC(=CC(=C1)\C=C\C1=CC=CC=C1)OC 2-isopropoxy-6-methoxy-4-[(E)-2-phenylvinyl]pyridine